FC=1C=2N(C=C(C1)C=1C(=CN3N=C(N=C(C31)OC)NC3CCC(CC3)(C)O)F)C(=CN2)C(=O)NC 8-fluoro-6-(6-fluoro-2-(((1s,4s)-4-hydroxy-4-methylcyclohexyl)amino)-4-methoxypyrrolo[2,1-f][1,2,4]triazin-5-yl)-N-methylimidazo[1,2-a]pyridine-3-carboxamide